C1(=CC=CC=C1)C1=NC(=NC(=N1)C1=CC=C(C=C1)C1=C(C2=CC=CC=C2C=C1)C1=CC=C(C=C1)C1=NC(=NC(=N1)C1=CC=CC=C1)C1=CC=CC=C1)C1=CC=CC=C1 (4-{2-[4-(diphenyl-1,3,5-triazin-2-yl)phenyl]naphthalen-1-yl}phenyl)-4,6-diphenyl-1,3,5-triazine